N,N-diisooctyldithiocarbamate C(CCCCC(C)C)N(C([S-])=S)CCCCCC(C)C